methyl 6-chloro-3-hydroxy-2-toluate ClC=1C=CC(=C(C1C)C(=O)OC)O